OC1=CC=C(C=C1)C(CO)C1=CC=C(C=C1)O 2,2-bis(4-hydroxyphenyl)ethanol